C(CCCCC(=O)OCC(COC(CCCCC(=O)OCC\C=C/CCCCC)=O)(CO)COC(C(C)C12CC(C1)C2)=O)(=O)OCC\C=C/CCCCC O6-[2-[2-(1-bicyclo[1.1.1]pentanyl) propanoyloxymethyl]-2-(hydroxymethyl)-3-[6-[(Z)-non-3-enoxy]-6-oxo-hexanoyl]oxy-propyl] O1-[(Z)-non-3-enyl] hexanedioate